5-bromo-2-(methoxycarbonyl)-3-methylpyridine 1-oxide BrC=1C=C(C(=[N+](C1)[O-])C(=O)OC)C